6-deoxy-β-D-idoheptose O[C@H]1[C@@H](O)[C@H](O)[C@@H](O)[C@H](O1)CCO